(3R)-3-amino-7-(5-tert-butyl-1,2,4-triazin-3-yl)-8-fluoro-5-[(4-isopropoxyphenyl)methyl]-1,1-dioxo-2,3-dihydro-1λ6,5-benzothiazepine-4-One N[C@H]1CS(C2=C(N(C1=O)CC1=CC=C(C=C1)OC(C)C)C=C(C(=C2)F)C=2N=NC=C(N2)C(C)(C)C)(=O)=O